C(C)(C)(C)OC(=O)N1[C@@H]2[C@H](NC[C@H]1CC2)\C=C/C.CN2CC(OCC2)C=2SC1=C(N2)C=C(C=C1)C1=NC[C@H](CC1)C 4-methyl-2-(5-((S)-5-methyl-3,4,5,6-tetrahydropyridin-2-yl)benzo[d]thiazol-2-yl)morpholine tert-butyl-(1S,2R,5R)-2-((Z)-prop-1-en-1-yl)-3,8-diazabicyclo[3.2.1]octane-8-carboxylate